1-oxobutan-2-yl ethanesulfonate C(C)S(=O)(=O)OC(C=O)CC